NC1C(CC(CC1)NCC1=C(C=CC=C1)OC)O 2-Amino-5-((2-methoxybenzyl)amino)cyclohexan-1-ol